BrC1=NC=CC(=C1)NC(=O)NC1=CC(=CC=C1)SC(F)(F)F 1-(2-bromopyridin-4-yl)-3-(3-((trifluoromethyl)sulfanyl)phenyl)-urea